(2R,5R)-tert-butyl 4-acetyl-5-(3-chloro-5-(4,4,5,5-tetramethyl-1,3,2-dioxaborolan-2-yl)phenyl)-2-(methoxymethyl)piperazine-1-carboxylate C(C)(=O)N1C[C@@H](N(C[C@H]1C1=CC(=CC(=C1)B1OC(C(O1)(C)C)(C)C)Cl)C(=O)OC(C)(C)C)COC